6-methylpyridine-3-carboxylic acid ethyl ester C(C)OC(=O)C=1C=NC(=CC1)C